Rel-4-(4-fluoro-3-(8-methoxy-3-((1s,3s)-3-methoxycyclobutyl)-[1,2,4]triazolo[4,3-a]pyridin-7-yl)phenyl)-7-isopropyl-7H-imidazo[4,5-c]pyridazine FC1=C(C=C(C=C1)C=1C2=C(N=NC1)N(C=N2)C(C)C)C2=C(C=1N(C=C2)C(=NN1)C1CC(C1)OC)OC